methylenedihydrofuran C=C1CC=CO1